N1(C=NC2=C1C=CC=C2)C2=CC=C(C=C2)NC(=O)NC2=NOC=C2 1-(4-benzimidazol-1-yl-phenyl)-3-isoxazol-3-yl-urea